ethyl 5-acetyl-2-bromothiazole-4-carboxylate C(C)(=O)C1=C(N=C(S1)Br)C(=O)OCC